O(C1=CC=CC=C1)C1=C2C(=NC=C1)NC=C2C2=NC(=NC=C2)N 4-(4-phenoxy-1H-pyrrolo[2,3-b]pyridin-3-yl)pyrimidin-2-amine